5-amino-3-trifluoromethylpyrazole-1-carboxylic acid (4-benzoimidazol-1-yl-phenyl)-amide N1(C=NC2=C1C=CC=C2)C2=CC=C(C=C2)NC(=O)N2N=C(C=C2N)C(F)(F)F